4,5-bis-benzyloxy-6-benzyloxymethyl-phenyl-2-oxo-2λ5-[1,2]oxaphosphinan C(C1=CC=CC=C1)OC1=CC=C(C(=C1OCC1=CC=CC=C1)COCC1=CC=CC=C1)P1(OCCCC1)=O